2-((2-(2,6-dioxopiperidin-3-yl)-1,3-dioxoisoindolin-4-yl)oxy)-N-(2-(2-(2-(3-oxo-3-(4-tosylpiperazin-1-yl)propoxy)ethoxy)ethoxy)ethyl)acetamide O=C1NC(CCC1N1C(C2=CC=CC(=C2C1=O)OCC(=O)NCCOCCOCCOCCC(N1CCN(CC1)S(=O)(=O)C1=CC=C(C)C=C1)=O)=O)=O